C(C1=CC=CC=C1)OCC(=O)NC1=C(C=CC=C1)Cl 2-(benzyloxy)-N-(2-chlorophenyl)acetamide